5-Methyl-N4-(3,4,5-trimethoxyphenyl)-N2-[4-(4-methylpiperazin-1-yl)phenyl]pyrimidine-2,4-diamine CC=1C(=NC(=NC1)NC1=CC=C(C=C1)N1CCN(CC1)C)NC1=CC(=C(C(=C1)OC)OC)OC